[GeH]1(C=CC=C1)C(=O)O germoleic acid